N(=C=O)CSSCN=C=O bis(isocyanato methyl) disulphide